4-(3-(3-(cyclopentylamino)azetidine-1-carbonyl)-4-fluorobenzyl)phthalazin-1(2H)-one C1(CCCC1)NC1CN(C1)C(=O)C=1C=C(CC2=NNC(C3=CC=CC=C23)=O)C=CC1F